tris(4-(tert-butyl)phenyl)amine C(C)(C)(C)C1=CC=C(C=C1)N(C1=CC=C(C=C1)C(C)(C)C)C1=CC=C(C=C1)C(C)(C)C